C1(CCCC1)N1C(N(CC=2C1=NC(=NC2)S(=O)(=O)C)C2CCN(C1=CC=CC=C21)C(=O)OC(C)(C)C)=O tert-butyl 4-(1-cyclopentyl-7-methylsulfonyl-2-oxo-4H-pyrimido[4,5-d]pyrimidin-3-yl)-3,4-dihydro-2H-quinoline-1-carboxylate